tertbutyl (R)-3-((6-(1-benzyl-1H-pyrazol-4-yl)benzo[d]thiazol-2-yl)carbamoyl)pyrrolidine-1-carboxylate C(C1=CC=CC=C1)N1N=CC(=C1)C1=CC2=C(N=C(S2)NC(=O)[C@H]2CN(CC2)C(=O)OC(C)(C)C)C=C1